CCCCC(CCCCCCC)S(=O)(=O)N[C@@H](CCCCN)C(=O)O N-epsilon-dodecylsulphonyl-L-lysine